n-octyl nitrate [N+](=O)(OCCCCCCCC)[O-]